N-[2-(4-formylcyclohexyl)-6-methoxy-3H-benzimidazol-5-yl]-6-(trifluoromethyl)pyridine-2-carboxamide C(=O)C1CCC(CC1)C=1NC2=C(N1)C=C(C(=C2)NC(=O)C2=NC(=CC=C2)C(F)(F)F)OC